OC12C(C=3C=CSC3N=C2N(CC1)C=1C=NC=CC1)=O 9-hydroxy-12-(pyridin-3-yl)-4-thia-2,12-diazatricyclo[7.3.0.03,7]dodeca-1,3(7),5-trien-8-one